2-[(1-methylethyl)-sulphonyl]-5-(trichloromethyl)-1,3,4-thiadiazole CC(C)S(=O)(=O)C=1SC(=NN1)C(Cl)(Cl)Cl